benzo[d]imidazole-7-carboxamide N1=CNC2=C1C(=CC=C2)C(=O)N